C(C1=CC=CC=C1)NC\C=C\C(F)(F)F (E)-N-benzyl-4,4,4-trifluoro-but-2-en-1-ylamine